NC=1C(=CC(=C(C1)NC1=NC=C(C(=N1)N1CCC1)C#N)OC)N(C)CCN(C)C 2-(5-amino-4-((2-(dimethylamino)ethyl)(methyl)amino)-2-methoxy-phenylamino)-4-(azetidin-1-yl)pyrimidine-5-carbonitrile